2-[(1-oxooctadecyl)amino]-ethanesulfonic acid O=C(CCCCCCCCCCCCCCCCC)NCCS(=O)(=O)O